C=C1CCC2=CC=CC=C12 1-methylene-2,3-dihydro-1H-indene